FC(OC1=C(C=CC(=C1)C#C[Si](C(C)C)(C(C)C)C(C)C)CN1C[C@H](CCC1)[C@](CO)(C)O)F (2s)-2-[(3s)-1-{[2-(difluoromethoxy)-4-{[tri(propan-2-yl)silyl]ethynyl}phenyl]methyl}piperidin-3-yl]propane-1,2-diol